CN(C(OC(C)(C)C)=O)[C@]12CN(CC2C1)C1=NC(=CC=C1)C1=NC2=CC(=NC=C2C=C1)CNC(C1=CC(=C(C=C1)C)S(=O)(=O)C)=O tert-butyl methyl((1R)-3-(6-(7-((4-methyl-3-(methylsulfonyl)benzamido)methyl)-1,6-naphthyridin-2-yl)pyridin-2-yl)-3-azabicyclo[3.1.0]hexan-1-yl)carbamate